3-(4-cyclobutoxyphenylmethyl)-1-((1-ethylpyrrolidin-3-yl)methyl)-1-(4-fluorophenylmethyl)urea C1(CCC1)OC1=CC=C(C=C1)CNC(N(CC1=CC=C(C=C1)F)CC1CN(CC1)CC)=O